5-((5,6-dichlorobenzo[d]oxazol-2-yl)amino)-N-hydroxypicolinamide ClC=1C(=CC2=C(N=C(O2)NC=2C=CC(=NC2)C(=O)NO)C1)Cl